di(3-pentyl)amine CCC(CC)NC(CC)CC